vinyl alaninate N[C@@H](C)C(=O)OC=C